C[C@H](O)S R-mercaptoethanol